C(C)OC(=O)C1C2(C1)C1CCC(O2)C1 3-Oxaspiro[bicyclo[2.2.1]heptane-2,1'-cyclopropane]-2'-carboxylic acid ethyl ester